1-methyl N-Boc-D-aspartate C(=O)(OC(C)(C)C)N[C@H](CC(=O)[O-])C(=O)OC